FC(OC1=CC=2C[C@H]3O[C@H](CN[C@H]3C2C=C1F)C)F (2S,4aS,9aR)-7-(difluoromethoxy)-6-fluoro-2-methyl-2,3,4,4a,9,9a-hexahydroindeno[2,1-b][1,4]oxazine